OC(C)(CO)OC(C=CCCCCCCCCCCCCCCC)=O (9Z)-octadecenoic acid 2,3-dihydroxypropan-2-yl ester